CC1=NOC(=C1C1=CC=C2C=3N(C(COC31)C=3C(=NC=CC3)C(=O)N(C)C)C(N2)=O)C 3-[7-(3,5-Dimethylisoxazol-4-yl)-2-oxo-1,2,4,5-tetrahydroimidazo[1,5,4-de][1,4]benzoxazin-4-yl]-N,N-dimethylpyridine-2-carboxamide